CC=1C=C(C=NC1C1=NN=NN1C)NC(=O)C=1C=NN(C1C(F)(F)F)C1=C2C=CC=NC2=CC=C1 N-(5-Methyl-6-(1-methyl-1H-tetrazol-5-yl)pyridin-3-yl)-1-(chinolin-5-yl)-5-(trifluoromethyl)-1H-pyrazol-4-carboxamid